tert-Butyl-(3-{[tert-butyl(dimethyl)silyl]oxy}-2-formylpropyl)carbamat C(C)(C)(C)OC(NCC(CO[Si](C)(C)C(C)(C)C)C=O)=O